[Na+].C(CCCC)OC(C(CC(=O)OCCCCC)S(=O)(=O)[O-])=O sulfosuccinic acid-1,4-dipentyl ester sodium salt